The molecule is a 3-hydroxy fatty acyl-CoA(4-) obtained by deprotonation of the phosphate and diphosphate OH groups of (3R,23Z,26Z,29Z,32Z,35Z)-3-hydroxyoctatriacontapentaenoyl-CoA; major species at pH 7.3. It is a (R)-3-hydroxyacyl-CoA(4-), a 3-hydroxy fatty acyl-CoA(4-) and an 11,12-saturated fatty acyl-CoA(4-). It is a conjugate base of a (3R,23Z,26Z,29Z,32Z,35Z)-3-hydroxyoctatriacontapentaenoyl-CoA. CC/C=C\\C/C=C\\C/C=C\\C/C=C\\C/C=C\\CCCCCCCCCCCCCCCCCCC[C@H](CC(=O)SCCNC(=O)CCNC(=O)[C@@H](C(C)(C)COP(=O)([O-])OP(=O)([O-])OC[C@@H]1[C@H]([C@H]([C@@H](O1)N2C=NC3=C(N=CN=C32)N)O)OP(=O)([O-])[O-])O)O